1-(4-(4-(5-(2,6-difluorophenyl)-4,5-dihydroisoxazol-3-yl)thiazol-2-yl)piperidin-1-yl)-2-(2-methyl-1H-benzimidazol-1-yl)ethan-1-one FC1=C(C(=CC=C1)F)C1CC(=NO1)C=1N=C(SC1)C1CCN(CC1)C(CN1C(=NC2=C1C=CC=C2)C)=O